[Cl-].C[NH2+]CCCCCCCCCCCCCCCCCC N-methyl-stearylammonium chloride